(4-Bromophenyl)(methyl)sulfane BrC1=CC=C(C=C1)SC